6-chloro-3-(5-methylisoxazol-3-yl)-[1,2,4]triazolo[4,3-b]pyridazine-7-carbonitrile ClC=1C(=CC=2N(N1)C(=NN2)C2=NOC(=C2)C)C#N